5-ethoxy-6-((6-(trifluoromethyl)pyridin-3-yl)methoxy)pyridine-3-carbaldehyde C(C)OC=1C=C(C=NC1OCC=1C=NC(=CC1)C(F)(F)F)C=O